FC1(C[C@@H](N(C[C@@H]1C)C(C(=O)NC=1C=C(C(=NC1)NC(OC(C)(C)C)=O)CC)=O)C=1C=C2C=NNC2=CC1)F tert-butyl N-[5-[[2-[(2R,5S)-4,4-difluoro-2-(1H-indazol-5-yl)-5-methyl-1-piperidyl]-2-oxo-acetyl]amino]-3-ethyl-2-pyridyl]carbamate